CN1N=NC2=C1C=CC(=C2C)C(C(C(=O)OC)(C)C)C2=CC(=C(C=C2)C)CN2C[C@H](OC1=NC3=CC=C(C=C3C=C1C2)C)CC Methyl 3-(1,4-dimethyl-1H-benzo[d][1,2,3]triazol-5-yl)-3-(3-(((R)-2-ethyl-8-methyl-2,3-dihydro-[1,4]oxazepino[7,6-b]quinolin-4(5H)-yl) methyl)-4-methylphenyl)-2,2-dimethylpropionate